CC(C(=O)OC)(C)C1=CC(=C(C=C1)[N+](=O)[O-])NC[C@H]1OCC1 methyl (S)-2-methyl-2-(4-nitro-3-((oxetan-2-ylmethyl)amino)phenyl)propionate